methyl (E)-3-(9-ethyl-2-(3-methoxy-4-phenyl-1H-pyrazol-1-yl)-6-morpholino-9H-purin-8-yl)acrylate C(C)N1C2=NC(=NC(=C2N=C1/C=C/C(=O)OC)N1CCOCC1)N1N=C(C(=C1)C1=CC=CC=C1)OC